CC1=CC=C(C=C1)S(=O)(=O)OCC(CO)OC1=CC2=C(N=C(S2)\C=C\C=C\C=2C=NC(=CC2)NC)C=C1 2-(2-((1E,3E)-4-(6-(methylamino)pyridine-3-yl)buta-1,3-dienyl)benz[d]thiazole-6-yloxy)-2-hydroxymethyl-ethyl 4-methylbenzenesulfonate